ClC1=NC(=CC=C1C#N)C1CC1 2-chloro-6-cyclopropyl-pyridine-3-carbonitrile